pentane-2,4-diol dibenzoate C(C1=CC=CC=C1)(=O)OC(C)CC(C)OC(C1=CC=CC=C1)=O